diethyl (trimethylsilyl) phosphorodithioate P(OCC)(OCC)(=S)S[Si](C)(C)C